F[C@@H]1CN(C[C@H]1OC1=NC(=CC2=C1C=CN2CC(C)C)NC=2SC(=CN2)C)C(C=C)=O 1-((3R,4R)-3-fluoro-4-((1-isobutyl-6-((5-methylthiazol-2-yl)amino)-1H-pyrrolo[3,2-c]pyridin-4-yl)oxy)pyrrolidin-1-yl)prop-2-en-1-one